P(=O)(OC(CCCCCC)C)(OC(CCCCCC)C)[O-].[Nd+3].CC(CCCCCC)OP(=O)(OC(CCCCCC)C)[O-].CC(CCCCCC)OP(=O)(OC(CCCCCC)C)[O-] neodymium bis-(1-methylheptyl) phosphate